C(C)(C)(C)OC(=O)N1C(C2=CC(=CC(=C2C1C1=C(C=CC(=C1)F)Cl)[N+](=O)[O-])C=1NC=CN1)C(F)(F)F 3-(2-chloro-5-fluorophenyl)-6-(1H-imidazol-2-yl)-4-nitro-1-(trifluoromethyl)isoindoline-2-carboxylic acid tert-butyl ester